C(#N)C=1C(=NC=2CCCCC2C1C1=CC=CC=C1)SC(C(=O)O)C1=CC=CC=C1 2-((3-cyano-4-phenyl-5,6,7,8-tetrahydroquinolin-2-yl)thio)-2-phenylacetic acid